BrCCC1=CC=C(C=C1)S(=O)(=O)O 4-(2-Bromoethyl)benzenesulfonic acid